FC=1C=C(C=CC1)O.[Na] sodium m-fluorophenol salt